C[C@H]\\1C/C=C/[C@H]2C=C([C@H]([C@@H]3[C@@]2(C(=O)/C=C\\C(=O)C/C(=C1)/C)C(=O)N[C@H]3CC4=CNC5=CC=CC=C54)C)C The molecule is a cytochalasan alkaloid found in Chaetomium globosum and Chaetomium subaffine. It has a role as a Chaetomium metabolite. It is a cytochalasan alkaloid, a member of indoles and a macrocycle.